FC(COC=O)(F)F.[Na] sodium 1,1,1-trifluoroethylformate